4-methoxypyrrolidin-3-yl carbamate C(N)(OC1CNCC1OC)=O